FC(CN1N=CC=2C1=NC(=CN2)N2CCC1(CC(N(C1)C=1C(=NC(=CC1)C)OC(F)F)=O)CC2)F 8-(1-(2,2-difluoroethyl)-1H-pyrazolo[3,4-b]pyrazin-6-yl)-2-(2-(difluoromethoxy)-6-methylpyridin-3-yl)-2,8-diazaspiro[4.5]decan-3-one